2-(3-methoxyphenyl)-2-aminocyclohexanone COC=1C=C(C=CC1)C1(C(CCCC1)=O)N